methyl 2-({3-chloro-2-[(4-cyano-2,6-difluorophenyl) methoxy]-6,8-dihydro-5H-1,7-naphthyridin-7-yl} methyl)-4-fluoro-3-[(2S)-oxetan-2-ylmethyl]-1,3-benzodiazole-5-carboxylate ClC=1C(=NC=2CN(CCC2C1)CC=1N(C2=C(N1)C=CC(=C2F)C(=O)OC)C[C@H]2OCC2)OCC2=C(C=C(C=C2F)C#N)F